2-(2,6-dioxo-3-piperidyl)-1,3-dioxo-isoindoline-5-carboxylic acid O=C1NC(CCC1N1C(C2=CC=C(C=C2C1=O)C(=O)O)=O)=O